F[C@@H]1CN(CC[C@@H]1NC1=NN2C(C(=N1)OC)=C(C=C2)C=2C=CC1=C(N(C=N1)CCF)C2)C2COC2 N-((3R,4S)-3-fluoro-1-(oxetan-3-yl)piperidin-4-yl)-5-(1-(2-fluoroethyl)-1H-benzo[d]imidazol-6-yl)-4-methoxypyrrolo[2,1-f][1,2,4]triazin-2-amine